N1N=C(C=C1)N1C2=NC(=NC=C2N=C1)N 9-(pyrazol-3-yl)-9h-purine-2-amine